Cl.S1(C=2C(OCC3(N1)CCNCC3)=C(NC2)C(=O)N)(=O)=O spiro[piperidine-4,3'-pyrrolo[3,4-b][1,4,5]oxathiazepine]-6'-carboxamide 1',1'-dioxide hydrochloride